C(C)(=O)O.OCC(O)CO.OCC(O)CO.OCC(O)CO triglycerin acetate